ClC1=C2C(=NN(C2=CC=C1)C1OCCCC1)I 4-chloro-3-iodo-1-tetrahydropyran-2-yl-indazole